(s)-N-(1-(7-Cyclopentylquinolin-5-yl)cyclopropyl)-2-methyl-5-((1-methyl-azetidin-2-yl)methoxy)benzamide C1(CCCC1)C1=CC(=C2C=CC=NC2=C1)C1(CC1)NC(C1=C(C=CC(=C1)OC[C@H]1N(CC1)C)C)=O